3',6-dimethoxy-[1,1'-biphenyl]-3-Carboxylic acid COC=1C=C(C=CC1)C1=CC(=CC=C1OC)C(=O)O